tributyl(4,5-dihydrofuran-2-yl)stannane C(CCC)[Sn](C=1OCCC1)(CCCC)CCCC